C1(=C(C=CC=C1)N)N phenylene-diamine